COCCN[C@H]1CN(C[C@H](C1)C)C1=CC=NC2=NC=CN=C21 (3R,5S)-N-(2-methoxyethyl)-5-methyl-1-(pyrido[2,3-b]pyrazin-8-yl)piperidin-3-amine